N-propyl-4-(4-(trifluoromethyl)piperidin-1-yl)aniline C(CC)NC1=CC=C(C=C1)N1CCC(CC1)C(F)(F)F